2-tert-butyl-1,2,3-triazol-4-amine C(C)(C)(C)N1N=CC(=N1)N